7-chloro-N-[6-(difluoromethoxy)-5-fluoro-2-methoxy-3-pyridinyl]-1-keto-2H-isoquinoline-4-sulfonamide ClC1=CC=C2C(=CNC(C2=C1)=O)S(=O)(=O)NC=1C(=NC(=C(C1)F)OC(F)F)OC